FC1=CC(=CC2=C1N=C(S2)NC(=O)C2CC1CCCC(C2)C1)F N-(4,6-difluoro-1,3-benzothiazol-2-yl)bicyclo[3.3.1]nonane-3-carboxamide